4-((1-methylpiperidin-4-yl)amino)-N'-(phenylglycyl)-1-(2,2,2-trifluoroethyl)-1H-indole-2-carbohydrazide CN1CCC(CC1)NC1=C2C=C(N(C2=CC=C1)CC(F)(F)F)C(=O)NNC(C(N)C1=CC=CC=C1)=O